2-methyl-5-(naphthalen-2-yl)-1,3,4-thiadiazole CC=1SC(=NN1)C1=CC2=CC=CC=C2C=C1